bromo-4-tert-butoxy-8-fluoro-2-(methylsulfanyl)-6-(trifluoromethyl)quinazoline BrC1=C2C(=NC(=NC2=C(C=C1C(F)(F)F)F)SC)OC(C)(C)C